CS(=O)(=O)N1CCC(CC1)C(=O)NC=1N=CC2=CC=C(C=C2C1)C1=CN=CS1 1-(methylsulfonyl)-N-(6-(thiazol-5-yl)isoquinolin-3-yl)piperidine-4-carboxamide